lambda(6),2,5-thiadiazepane-1,1-dione S1(NCCNCC1)(=O)=O